1-amino-3-(1,3,4,9-tetrahydro-2H-pyrido[3,4-b]indol-2-yl)propan-2-ol NCC(CN1CC=2NC3=CC=CC=C3C2CC1)O